Cl.CC=1C=CC=C2C=CN=C(C12)N(C(C1=NC=C(C=C1)NC1=NC=CC=N1)=O)[C@H]1CNCCC1 (R)-N-(8-methylisoquinolin-1-yl)-N-(piperidin-3-yl)-5-(pyrimidin-2-ylamino)picolinamide hydrochloride salt